BrC=1C(=C(C=C(C1C(=O)C1=C(C=CC(=C1)F)Cl)[N+](=O)[O-])NC(C(F)F)=O)OC N-{3-bromo-4-[(2-chloro-5-fluorophenyl)carbonyl]-2-methoxy-5-nitrophenyl}-2,2-difluoroacetamide